FC(OC1=NC=C(C(=O)NCC=2C(=NN3N=CC=CC32)OCC)C=C1F)F 6-(difluoromethoxy)-N-((2-ethoxypyrazolo[1,5-b]pyridazin-3-yl)methyl)-5-fluoronicotinamide